methyl (2R)-2-methyl-5-oxocyclopentane-1-carboxylate C[C@H]1C(C(CC1)=O)C(=O)OC